FC1=CC=C2C=C(N=CC2=C1C#C[Si](C(C)C)(C(C)C)C(C)C)OC 7-fluoro-3-methoxy-8-((triisopropylsilyl)ethynyl)isoquinoline